C(C)(C)(C)OC(=O)N1C[C@@H]([C@H](CC1)C1=CN2C(=NC(=CC2=O)OS(=O)(=O)C2=CC=C(C)C=C2)S1)F (3R,4S)-3-fluoro-4-[5-oxo-7-(p-toluenesulfonyloxy)thiazolo[3,2-a]pyrimidin-2-yl]piperidine-1-carboxylic acid tert-butyl ester